7-bromo-4-(p-ethoxycarbonylphenyl)benzo[C][1,2,5]Thiadiazole BrC1=CC=C(C=2C1=NSN2)C2=CC=C(C=C2)C(=O)OCC